C(C)OC([C@H](CC(C)C)NC([C@H](CC(C)C)NC([C@H](CCC1=NC2=C(N1C)C=CC(=C2)N(CCCl)CCCl)N)=O)=O)=O (2S)-2-[[(2S)-2-[[(2S)-2-amino-4-[5-[bis(2-chloroethyl)amino]-1-methyl-benzimidazol-2-yl]butyryl]amino]-4-methyl-pentanoyl]amino]-4-methyl-pentanoic acid ethyl ester